N1=CN=CC(=C1)C=1C=C2C(=NC1)N(N=C2)COCC[Si](C)(C)C 5-(pyrimidin-5-yl)-1-((2-(trimethylsilyl)ethoxy)methyl)-1H-pyrazolo[3,4-b]pyridine